3-mercapto-1H-1,2,4-triazole-3-thiol SC1(NNC=N1)S